ClC1=C(C=C(C=C1)C(F)(F)F)S(=O)(=O)N1CCC2(CC(CO2)NC[C@@H](COC=2C=C(C=CC2)S(=O)(=O)NC)O)CC1 3-((2S)-3-(8-(2-chloro-5-(trifluoromethyl)phenylsulfonyl)-1-oxa-8-azaspiro[4.5]decan-3-ylamino)-2-hydroxypropoxy)-N-methylbenzenesulfonamide